ClC1=NC=CC(=C1NC(=O)C=1C=NC(=NC1)C(C)C)C1=C(C=CC=C1)Cl N-[2-chloro-4-(2-chlorophenyl)-3-pyridinyl]-2-isopropyl-pyrimidine-5-carboxamide